Cl.C(C1=CC=CC=C1)N1CCC(CC1)CN1C(C(=CC=C1)C1=CC=CC=C1)=O 1-[(1-Benzylpiperidin-4-yl)methyl]-3-phenyl-1,2-dihydropyridin-2-on Hydrochlorid